N-(2,6-difluorophenyl)-2-(2-methylthio-5-bromopyrimidine-4-yl)-1H-imidazole-1-amine FC1=C(C(=CC=C1)F)NN1C(=NC=C1)C1=NC(=NC=C1Br)SC